P(=O)([O-])([O-])[O-].[O+2].[O+2].[Fe+2].C1(CC1)CCOC=1C=C(C=CC1F)C(C)NS(=O)(=O)CCCCCN1C(NC(C1)=O)=O.P(=O)([O-])([O-])[O-] N-(1-(3-(2-cyclopropylethoxy)-4-fluorophenyl)ethyl)-5-(2,4-dioxoimidazolidin-1-yl)pentane-1-sulfonamide iron dioxygen phosphate